2,5-dimethyl-hexyne E-vinyl-acetate C(=C)CC(=O)O.CC(C)C#CC(C)C